OCCN1C(NC=C1)=O 1-(2-hydroxyethyl)-2-imidazolone